ClC1=NC=CC(=C1)OC1=C(N=C(S1)NC)C1=CC2=CC=CC=C2C=C1 5-((2-chloropyridin-4-yl)oxy)-N-methyl-4-(naphthalen-2-yl)thiazol-2-amine